bis-thietanyl trisulfide S1C(CC1)SSSC1SCC1